tert-butyl ((3-fluoro-5-morpholinopyridin-2-yl)methyl)(pentan-3-yl)carbamate FC=1C(=NC=C(C1)N1CCOCC1)CN(C(OC(C)(C)C)=O)C(CC)CC